ClC1=CC=C(C=C1)[C@H](C)NC(=O)C=1SC(=CC1)S(NC)(=O)=O (S)-N-(1-(4-chlorophenyl)ethyl)-5-(N-methylsulfamoyl)thiophene-2-carboxamide